COC(=O)C=1C=NN(C1C(F)F)C 5-difluoromethyl-1-methyl-1H-pyrazole-4-carboxylic acid methyl ester